C(=O)(O)CC=1C(=C(C=C(C1)O)C1=NC2=C(N1)C=CC=C2)O 2-(3-(Carboxymethyl)-2,5-dihydroxyphenyl)-1H-benzo[d]imidazole